methyl-hydroxymethyl-propane triacrylate C(C=C)(=O)O.C(C=C)(=O)O.C(C=C)(=O)O.CC(CC)CO